1-Ethyl-4-[2-methyl-4-[rac-(2R,5S)-5-methyl-2-piperidyl]phenyl]piperazine C(C)N1CCN(CC1)C1=C(C=C(C=C1)[C@@H]1NC[C@H](CC1)C)C |r|